N-[4-fluoro-2-(4-methylpiperazin-1-yl)-5-(2-morpholin-4-ylpyrimidin-5-yl)phenyl]-6-oxo-4-(trifluoromethyl)-1H-pyridine-3-carboxamide FC1=CC(=C(C=C1C=1C=NC(=NC1)N1CCOCC1)NC(=O)C1=CNC(C=C1C(F)(F)F)=O)N1CCN(CC1)C